COC=1C=C(CN2C(=NC=3C2=NC=C(C3)C=3C=NN(C3)C)N)C=CC1OCC1=CC=C(C=C1)OC (3-methoxy-4-((4-methoxybenzyl)oxy)benzyl)-6-(1-methyl-1H-pyrazol-4-yl)-3H-imidazo[4,5-b]pyridin-2-amine